BrC1=C(C=C2C(=C(C(NC2=C1)=O)S(=O)(=O)C)C1=CC=C(C=C1)F)C 7-bromo-4-(4-fluorophenyl)-6-methyl-3-methylsulfonyl-1H-quinolin-2-one